N(N)C=1SC=C(N1)C1=CC=C(C=C1)F hydrazino-4-(4'-fluorophenyl)thiazole